ClCC1=CC=C(C2=C1C=C(O2)C)C2=C(C=CC=C2)S(=O)(=O)N(COC)C2=NOC(=C2C)C 2-(4-(chloromethyl)-2-methylbenzofuran-7-yl)-N-(4,5-dimethylisoxazol-3-yl)-N-(methoxymethyl)benzenesulfonamide